C1(CC1)CC1=CC(=NN1C)N 5-(cyclopropylmethyl)-1-methyl-1H-pyrazol-3-amine